tert-butyl ((3R,4R)-1-(5-(3-cyano-6-ethoxypyrazolo[1,5-a]pyridin-4-yl)pyridin-2-yl)-4-((5-fluoro-6-methoxypyridin-3-yl)oxy)pyrrolidin-3-yl)carbamate C(#N)C=1C=NN2C1C(=CC(=C2)OCC)C=2C=CC(=NC2)N2C[C@H]([C@@H](C2)OC=2C=NC(=C(C2)F)OC)NC(OC(C)(C)C)=O